Methyl 2,3,4-tri-O-benzyl-alpha-D-mannopyranoside C(C1=CC=CC=C1)O[C@@H]1[C@@H](OC)O[C@@H]([C@H]([C@@H]1OCC1=CC=CC=C1)OCC1=CC=CC=C1)CO